(2E)-N-(cyclopropylmethyl)-4-(dimethylamino)-N-[3-[(6-(4-hydroxyphenyl)-1H-indazol-4-yl)oxy]cyclobutyl]but-2-enamide C1(CC1)CN(C(\C=C\CN(C)C)=O)C1CC(C1)OC1=C2C=NNC2=CC(=C1)C1=CC=C(C=C1)O